N1'-((5-butoxy-1,3-phenylene)bis(methylene))bis(N3-(3-aminopropyl)propane-1,3-diamine), hydrochloride salt Cl.C(CCC)OC=1C=C(C=C(C1)CC(CCNCCCN)N)CC(CCNCCCN)N